tert-butyl (N-(2-(1-(6,7-dimethoxyquinazolin-4-yl)piperidin-4-yl)butyl)sulfamoyl)carbamate COC=1C=C2C(=NC=NC2=CC1OC)N1CCC(CC1)C(CNS(=O)(=O)NC(OC(C)(C)C)=O)CC